N1=CN=C2C1=CC=N2 pyrroloImidazole